S(=O)(=O)([O-])[O-].[Co+2] COBALTOUS SULPHATE